2'H-dispiro[fluorene-9,1'-indene-3',1''-inden]-3''(2''H)-one C12(CC(C3=CC=CC=C13)=O)CC1(C3=CC=CC=C32)C3=CC=CC=C3C=3C=CC=CC31